2-methyl-5-nitroquinoline 1-oxide CC1=[N+](C2=CC=CC(=C2C=C1)[N+](=O)[O-])[O-]